OCCNC(=O)C1=CC=2C=3C=C4C(=C(C3N(C2C=C1)C)C)C=CN=C4 N-(2-hydroxyethyl)-5,6-dimethyl-6H-pyrido[4,3-b]carbazole-9-carboxamide